(S)-N1-(1-(2-(2-Adamantylamino)-2-oxoethyl)-2-oxo-1,2-dihydropyridin-3-yl)-N6-methyl-2-((S)-1-methylpyrrolidin-2-carboxamido)-5-oxohexandiamid C12C(C3CC(CC(C1)C3)C2)NC(CN2C(C(=CC=C2)NC([C@H](CCC(C(=O)NC)=O)NC(=O)[C@H]2N(CCC2)C)=O)=O)=O